(R)-4-((4,4-difluoropiperidin-3-yl)amino)-6-(4-((1-hydroxycyclopropyl)methoxy)phenyl)pyrido[3,2-d]pyrimidine-8-carboxamide FC1([C@@H](CNCC1)NC=1C2=C(N=CN1)C(=CC(=N2)C2=CC=C(C=C2)OCC2(CC2)O)C(=O)N)F